CC1=C(C=C(C=C1)NC(=O)N1CC(CC1)CC(F)(F)F)C1=CC(=NC(=C1)N1CCOCC1)O[C@H]1CN(CC1)C N-(4-methyl-3-(2-(((R)-1-methylpyrrolidin-3-yl)oxy)-6-morpholinopyridin-4-yl)phenyl)-3-(2,2,2-trifluoroethyl)pyrrolidine-1-carboxamide